2-(4-(3-(5-chloropyridin-2-yl)-3-methyl-3,4-dihydro-2H-benzo[b][1,4]dioxepin-6-yl)-2,5-difluorobenzyl)-1-(((S)-oxetan-2-yl)methyl)-1H-benzo[d]imidazole-6-carboxylic acid ClC=1C=CC(=NC1)C1(COC2=C(OC1)C=CC=C2C2=CC(=C(CC1=NC3=C(N1C[C@H]1OCC1)C=C(C=C3)C(=O)O)C=C2F)F)C